FC1=C(C=C(C=C1)C1=C(C(=NC2=CC(=CC=C12)OC)C12CC(C1)(C2)C(=O)OC)C(C)C)C methyl 3-[4-(4-fluoro-3-methyl-phenyl)-3-isopropyl-7-methoxy-2-quinolyl]bicyclo[1.1.1]pentane-1-carboxylate